3-(2,2,2-trifluoroethoxy)phenylboronic acid FC(COC=1C=C(C=CC1)B(O)O)(F)F